C(C)(C)(C)OC(=O)N1[C@@H](C(=C[C@@H](C1)O)C1CC1)CO[Si](C)(C)C(C)(C)C (2s,5s)-2-((tert-butyldimethylsilyloxy)-methyl)-3-cyclopropyl-5-hydroxy-5,6-dihydropyridine-1(2H)-carboxylic acid tert-butyl ester